C(CCCCCCC\C=C/CCCCCCCCCC)O Gadoleyl alcohol